3,5,3',5'-biphenyltetracarboxylic acid C1(=CC(=CC(=C1)C(=O)O)C(=O)O)C1=CC(=CC(=C1)C(=O)O)C(=O)O